C(C)(C)C1=CC=C2C=C(C(NC2=C1)=O)C(=O)N 7-isopropyl-2-oxo-1,2-dihydroquinoline-3-carboxamide